4-(4,5-dichloro-2-(2-hydroxypropan-2-yl)phenylamino)pyrimidin ClC1=CC(=C(C=C1Cl)NC1=NC=NC=C1)C(C)(C)O